N-methyl-N'-(2,4-dimethylphenyl)thiourea CC1=CC(=C(C=C1)NC(=S)NC)C